FCCN1C(NC(C=C1)=O)=O 1-(2-fluoroethyl)pyrimidine-2,4(1H,3H)-dione